N-(4-(N,N-bis(4-methoxybenzyl)sulfamoyl)-1-(cyclopentylmethyl)-1H-indazol-6-yl)-2-(2-chlorophenyl)acetamide COC1=CC=C(CN(S(=O)(=O)C2=C3C=NN(C3=CC(=C2)NC(CC2=C(C=CC=C2)Cl)=O)CC2CCCC2)CC2=CC=C(C=C2)OC)C=C1